COC(=O)C1=NC=C(N=C1N1CCC2(CC1)OC1=C([C@H]2NC(=O)OC(C)(C)C)C=CC=C1)N (R)-5-amino-3-(3-((tert-butyloxycarbonyl)amino)-3H-spiro[benzofuran-2,4'-piperidine]-1'-yl)pyrazine-2-carboxylic acid methyl ester